ClCCC(O)C=1OC(=NN1)C1=C(C=CC=C1)NC1=CC=C(C=C1)C(F)(F)F 3-chloro-1-(5-(2-((4-(trifluoromethyl)phenyl)amino)phenyl)-1,3,4-oxadiazol-2-yl)propan-1-ol